6-bromo-3-methylbenzo[d]isoxazol-5-amine BrC1=CC2=C(C(=NO2)C)C=C1N